2-[1-[2,6-difluoro-4-[4-(2-pyridinyloxy)pyrimidin-2-yl]phenyl]-4-piperidinyl]acetic acid FC1=C(C(=CC(=C1)C1=NC=CC(=N1)OC1=NC=CC=C1)F)N1CCC(CC1)CC(=O)O